ClC1=NC=2C=CC=C(C2C=C1)C(=O)NC(C)C 2-chloro-N-isopropylquinoline-5-carboxamide